OC[C@H](C1=CC=CC=C1)NC1=CC(=NC=C1C=1OC(=NN1)C)NC=1C=C2C(N(C(C2=CC1)=O)C)(C)C (S)-5-((4-((2-hydroxy-1-phenylethyl)amino)-5-(5-methyl-1,3,4-oxadiazol-2-yl)pyridin-2-yl)amino)-2,3,3-trimethylisoindolin-1-one